C(C)(C)(CC)C1=CC=C(C=C1)NC1CCC(CC1)O 4-((4-(tert-pentyl)phenyl)amino)cyclohexan-1-ol